C(#N)[C@H]1N(CCC1)C(CN1C[C@H](CC1)NC(=O)C1=CC=CC=2C=COC21)=O N-((S)-1-(2-((S)-2-Cyanopyrrolidin-1-yl)-2-oxoethyl)pyrrolidin-3-yl)benzofuran-7-carboxamid